1-cyclobutyl-N-((6-((4-(6-(methylsiloyl)-1H-indazol-4-yl)-1H-1,2,3-triazol-1-yl)methyl)-1H-indol-2-yl)methyl)methylamine C1(CCC1)CNCC=1NC2=CC(=CC=C2C1)CN1N=NC(=C1)C1=C2C=NNC2=CC(=C1)[Si](=O)C